1,8-dichloro-N-cyclopropyl-3-(5-(trifluoromethyl)-1,3,4-thiadiazol-2-yl)imidazo[1,5-a]pyridine-6-sulfonamide ClC=1N=C(N2C1C(=CC(=C2)S(=O)(=O)NC2CC2)Cl)C=2SC(=NN2)C(F)(F)F